4-Chloro-3-(2,6-dioxopiperidin-3-yl)benzoic acid ClC1=C(C=C(C(=O)O)C=C1)C1C(NC(CC1)=O)=O